4-(2-((1-Ethylpiperidin-3-yl)amino)oxazolo[4,5-b]pyridin-5-yl)-3-(methoxymethyl)-5-((2-(trimethylsilyl)ethoxy)methoxy)benzonitrile C(C)N1CC(CCC1)NC=1OC=2C(=NC(=CC2)C2=C(C=C(C#N)C=C2OCOCC[Si](C)(C)C)COC)N1